2-methyl-5-(4,4,5,5-tetramethyl-1,3,2-dioxaborolan-2-yl)aniline HCl Cl.CC1=C(N)C=C(C=C1)B1OC(C(O1)(C)C)(C)C